C1N(CC12CCN(CC2)C(=O)OC=2C=NC=C(C2)C(F)(F)F)C(=O)OC(C)(C)C 2-(tert-butyl) 7-(5-(trifluoromethyl)pyridin-3-yl) 2,7-diazaspiro[3.5]nonane-2,7-dicarboxylate